butyl (2R,3S,4S)-4-[(tert-butoxycarbonyl)oxy]-3-hydroxy-2-[(4-methoxyphenyl) methyl]pyrrolidine-1-carboxylate C(C)(C)(C)OC(=O)O[C@@H]1[C@H]([C@H](N(C1)C(=O)OCCCC)CC1=CC=C(C=C1)OC)O